CN(C1=NN(C2=CC=C(C=C12)N(C1CCOCC1)C)C=1C(=C(C(=C(C1)C(F)(F)F)F)O)F)C 3-(3-(Dimethylamino)-5-(methyl(tetrahydro-2H-pyran-4-yl)amino)-1H-indazol-1-yl)-2,6-difluoro-5-(trifluoromethyl)phenol